(3,5-difluoro-4-(3-(5-(4-methylpiperazin-1-yl)pyridin-3-yl)-1H-pyrazolo[3,4-c]pyridin-5-yl)phenyl)-N-methylmethanamine FC=1C=C(C=C(C1C=1C=C2C(=CN1)NN=C2C=2C=NC=C(C2)N2CCN(CC2)C)F)CNC